C1(=CC=C(C=C1)N(C=1C=C(C(=CC1)C1=CC=CC=C1)C1=CC=C(C=C1)C1=CC=CC2=CC=CC=C12)C1=CC=C(C=C1)C=1C2=CC=CC=C2C=2C=CC=CC2C1)C1=CC=CC=C1 biphenyl-4-yl-(4-phenanthrene-9-yl-phenyl)-(4''-naphthalene-1-yl-[1,1':2',1'']terphenyl-4'-yl)-amine